C1(CC1)C=1C(=NON1)C(=O)N[C@H](C=1N=C2N(N=CC(=C2)C[C@@H]2C(NC[C@@H](C2)C(F)(F)F)=O)C1)C1CCC(CC1)(F)F |o1:21,25| 4-Cyclopropyl-N-((S)-(4,4-difluorocyclohexyl)(7-(((3R*,5R*)-2-oxo-5-(trifluoromethyl)piperidin-3-yl)methyl)imidazo[1,2-b]pyridazin-2-yl)methyl)-1,2,5-oxadiazole-3-carboxamide